C1=CC=CC=2C3=CC=CC=C3C(C12)COC(=O)N([C@H](C(=O)O)CCC(F)F)C (2S)-2-[9H-fluoren-9-ylmethoxycarbonyl-(methyl)amino]-5,5-difluoro-pentanoic acid